5-chloro-2-(4-fluoro-2-methylphenoxy)-4-(trifluoromethyl)benzoyl chloride ClC=1C(=CC(=C(C(=O)Cl)C1)OC1=C(C=C(C=C1)F)C)C(F)(F)F